CONC(C1=CN=C(C=C1NC1=C(C=CC=C1)N(S(=O)(=O)C)C)NC1=NC(=CC=C1)C)=O N-methoxy-4-((2-(N-methylmethanesulfonamido)phenyl)amino)-6-((6-methylpyridin-2-yl)amino)nicotinamide